FC=1C=C(OC2=NC=CC=C2C2=CNC=3C(N(C=CC32)C)=O)C=C(C1)F 3-(2-(3,5-difluorophenoxy)pyridin-3-yl)-6-methyl-1,6-dihydro-7H-pyrrolo[2,3-c]pyridin-7-one